perfluorooctanoic acid ethyl-carbamate C(C)NC(O)=O.FC(C(=O)O)(C(C(C(C(C(C(F)(F)F)(F)F)(F)F)(F)F)(F)F)(F)F)F